N-(3-chloro-4-(6-cyano-5-fluoropyridin-2-yl)phenyl)-3,4-difluorobenzenesulfonamide ClC=1C=C(C=CC1C1=NC(=C(C=C1)F)C#N)NS(=O)(=O)C1=CC(=C(C=C1)F)F